ClC1=NC=2N(C(=C1)N1CCOCC1)N=C(C2)C2=NN(C(=C2)C)CCN(C)C 2-(3-(5-chloro-7-morpholinopyrazolo[1,5-a]pyrimidin-2-yl)-5-methyl-1H-pyrazol-1-yl)-N,N-dimethylethylamine